(S)-3-cyano-4-(2-ethoxy-2-oxoethyl)piperazine-1-carboxylic acid tert-butyl ester C(C)(C)(C)OC(=O)N1C[C@H](N(CC1)CC(=O)OCC)C#N